6-(propan-2-yl)-3-butylnaphthalene-1-sulfonic acid CC(C)C=1C=C2C=C(C=C(C2=CC1)S(=O)(=O)O)CCCC